CSC(C(=O)O)(C1=CC=CC=C1)CC methylethylphenylthioglycolic acid